Bis[2-(di-t-butylphosphono)cyclopent-2,4-dien-1-yl]iron C(C)(C)(C)OP(=O)(OC(C)(C)C)C=1C(C=CC1)[Fe]C1C(=CC=C1)P(=O)(OC(C)(C)C)OC(C)(C)C